ClC1=CC=C(C(=N1)CS(=O)(=O)N)I (6-chloro-3-iodopyridin-2-yl)methanesulfonamide